1-cyclobutyl-N-((R)-1-(3-(difluoromethyl)-2-fluorophenyl)ethyl)-4-(((1R,5S,8r)-3-methyl-3-azabicyclo[3.2.1]octan-8-yl)amino)-6-oxo-1,6-dihydropyridine-3-carboxamide C1(CCC1)N1C=C(C(=CC1=O)NC1[C@H]2CN(C[C@@H]1CC2)C)C(=O)N[C@H](C)C2=C(C(=CC=C2)C(F)F)F